CC1(CCC2=CC=CC=C12)C dimethyl-2,3-dihydro-1H-inden